C(C)(C)(C)OC(=O)N1CCC2=NC(=CC=C21)C 5-methyl-2,3-dihydro-1H-pyrrolo[3,2-b]Pyridine-1-carboxylic acid tert-butyl ester